CN(CCC(=O)[O-])S(NCC1=CC=C(C=C1)OCC1=CC(=CC=C1)C)(=O)=O 3-{methyl[({4-[(3-methyl phenyl)methoxy]phenyl}methyl)sulfamoyl]amino}propanoate